FC=1C=C2C=C(NC2=CC1OCC=1N=CSC1)CNC(C)=O N-((5-fluoro-6-(thiazol-4-ylmethoxy)-1H-indol-2-yl)methyl)acetamide